C(C)NCC1=C(C(=CC(=C1)[N+](=O)[O-])I)O 2-((Ethylamino)methyl)-6-iodo-4-nitrophenol